COC(C1=C(C=C(C=C1F)F)N)=O 2-amino-4,6-difluoro-benzoic acid methyl ester